O=C1N(C(C=C1)=O)CCC(=O)NC1=CC=2C(C3=CC=CC=C3C2C=C1)COC(NCC(CI)=O)=O.BrC(CBr)C1=CC=CC=C1 1,2-dibromoethyl-benzene (2-(3-(2,5-dioxo-2H-pyrrol-1(5H)-yl)propanamido)-9H-fluoren-9-yl)methyl-3-Iodo-2-oxopropylcarbamate